C(C)(C)(C)OC(=O)N1CC(CC1)(O)C1=NC(=CC=C1)Br 3-(6-bromopyridin-2-yl)-3-hydroxypyrrolidine-1-carboxylic acid tert-butyl ester